NC1=NN2CC(N(CCC2=C1)C(C)C)=O 2-amino-6-(propan-2-yl)-4H,5H,6H,7H,8H-pyrazolo[1,5-d][1,4]diazepin-7-one